C(#C)C=1C(=CC=C2C=C(C=C(C12)C1=C(C=C2C=NC=NC2=C1F)C#N)O)F 7-(S)-(8-ethynyl-7-fluoro-3-hydroxynaphthalen-1-yl)-8-fluoroquinazolin-6-carbonitrile